The molecule is a hopanoid that is hop-22(29)-ene substituted by an acetoxy group at position 3 and a hydroxy group at position 15 (the 3beta,15alpha-stereoisomer). It has been isolated from Hypocrella species. It has a role as a fungal metabolite. It is a hopanoid, a secondary alcohol, a pentacyclic triterpenoid and an acetate ester. CC(=C)[C@H]1CC[C@]2([C@H]1C[C@@H]([C@@]3([C@@H]2CC[C@H]4[C@]3(CC[C@@H]5[C@@]4(CC[C@@H](C5(C)C)OC(=O)C)C)C)C)O)C